tris[4-(carbazole-9-yl)phenyl]amine C1=CC=CC=2C3=CC=CC=C3N(C12)C1=CC=C(C=C1)N(C1=CC=C(C=C1)N1C2=CC=CC=C2C=2C=CC=CC12)C1=CC=C(C=C1)N1C2=CC=CC=C2C=2C=CC=CC12